6-(dimethylamino)-9-(2,6-dimethylphenyl)-1-methoxy-10-phenylacridine CN(C=1C=C2N(C=3C=CC=C(C3C(C2=CC1)C1=C(C=CC=C1C)C)OC)C1=CC=CC=C1)C